C(C)N(C1=CC(=C(\C=N\NC(=O)C=2C(OC=3C=CC4=C(C3C2)C=CC=C4)=O)C=C1)O)CC (E)-N'-(4-(diethylamino)-2-hydroxybenzylidene)-3-oxo-3H-benzo[f]chromene-2-hydrazide